C(CCCCCCCCCCCCCCCCC)N1C=C(C(C(=C1)O)=O)O N-octadecyl-3,5-dihydroxypyridin-4-one